2,3-Dihydrobenzofuran-3-amine O1CC(C2=C1C=CC=C2)N